(S)-1-(5-(pyridin-3-ylmethyl)-1H-pyrrole-2-carbonyl)-N-(3,4,5-trifluorophenyl)pyrrolidine-3-carboxamide N1=CC(=CC=C1)CC1=CC=C(N1)C(=O)N1C[C@H](CC1)C(=O)NC1=CC(=C(C(=C1)F)F)F